OC(C(=O)NCC[C@H]1CN(C2=C(O1)C=CC(=C2)C=2C=NC=C(C2)C(F)(F)F)S(=O)(=O)C2=CC(=CC=C2)C(F)(F)F)(C)C (S)-2-hydroxy-2-methyl-N-(2-(4-((3-(trifluoromethyl)-phenyl)sulfonyl)-6-(5-(trifluoromethyl)pyridin-3-yl)-3,4-dihydro-2H-benzo[b][1,4]oxazin-2-yl)ethyl)propanamide